N=1N(N=CC1)C=1N=CC(=NC1)C(=O)O 5-(2H-1,2,3-triazol-2-yl)Pyrazine-2-carboxylic acid